5-(3-(2,2-Difluoroethyl)-2-methyl-3H-imidazo[4,5-b]pyridin-5-yl)-N2-((3R,4S)-4-fluoro-1-methylpyrrolidin-3-yl)-N4-methylpyrrolo[2,1-f][1,2,4]triazine-2,4-diamine FC(CN1C(=NC=2C1=NC(=CC2)C=2C=CN1N=C(N=C(C12)NC)N[C@@H]1CN(C[C@@H]1F)C)C)F